1,3,5-tris(9H-carbazol-9-yl)benzene tert-butyl-(R)-5-((diphenoxyphosphoryl)oxy)-3-methyl-2,3-dihydro-4H-1,4-oxazine-4-carboxylate C(C)(C)(C)OC(=O)N1[C@@H](COC=C1OP(=O)(OC1=CC=CC=C1)OC1=CC=CC=C1)C.C1=CC=CC=2C3=CC=CC=C3N(C12)C1=CC(=CC(=C1)N1C2=CC=CC=C2C=2C=CC=CC12)N1C2=CC=CC=C2C=2C=CC=CC12